dicarboxyl-ricinoleic acid C(=O)(O)/C(=C(/CCCCCCCC(=O)O)\C(=O)O)/C[C@H](O)CCCCCC